[Si](C)(C)(C(C)(C)C)OCCCN1CN=C(C(=C1)N)C(C)C 3-((tert-butyldimethylsilyloxy)propyl)-6-isopropylpyrimidin-5-amine